tert-butyl (1-((3-amino-4-methoxybenzo[d]isoxazol-6-yl)methyl) pyrrolidin-3-yl)carbamate NC1=NOC2=C1C(=CC(=C2)CN2CC(CC2)NC(OC(C)(C)C)=O)OC